6-(iodoacetamido)hexanoic acid ICC(=O)NCCCCCC(=O)O